C1(=CC=CC=C1)C=1N=C(C2=CC=CC=C2C1)CC1=NC(=CC2=CC=CC=C12)C1=CC=CC=C1.[Pt+2] Platinum(II) [bis(phenylisoquinolinyl)methane]